C1CC12NCCN(C2)C2=CC=CC(=N2)C2=NC1=CC(=NC=C1C=C2)CNC(=O)C2=CC=C1CCN(C1=C2)S(=O)(=O)CCOC N-((2-(6-(4,7-diazaspiro[2.5]octan-7-yl)pyridin-2-yl)-1,6-naphthyridin-7-yl)methyl)-1-((2-methoxyethyl)sulfonyl)indoline-6-carboxamide